Benzyl (S)-6-(2-((tert-butoxycarbonyl)amino)-3-iodopropoxy)-3-fluoroquinoline-5-carboxylate C(C)(C)(C)OC(=O)N[C@@H](COC1=C(C=2C=C(C=NC2C=C1)F)C(=O)OCC1=CC=CC=C1)CI